N-((5-(hydroxymethyl)furan-2-yl)methyl)-N-methylglycine OCC1=CC=C(O1)CN(CC(=O)O)C